COC1=CC=C(CN(S(=O)(=O)C2=C(C=CC(=C2C=2N=NN(N2)CC2=CC=C(C=C2)OC)I)SC2CN(CC2)C(=O)OC(C)(C)C)CC2=CC=C(C=C2)OC)C=C1 tert-butyl 3-((2-(N,N-bis(4-methoxybenzyl)sulfamoyl)-4-iodo-3-(2-(4-methoxybenzyl)-2H-tetrazol-5-yl)phenyl)thio)pyrrolidine-1-carboxylate